C1CC12NC(OC2)=O 6-oxa-4-azaspiro[2.4]heptan-5-one